(tert-Butoxycarbonyl)amino 2,2-dimethylpropanoate CC(C(=O)ONC(=O)OC(C)(C)C)(C)C